(2-methoxyethyl)-D-alaninamide COCCN[C@H](C)C(=O)N